N[C@]1(CN(CC1)C1=C(C(=C(C=C1)F)CN(CC)CC)CN1C2=NC=NC(=C2N=C1)N)C(=O)NC1CC1 (R)-3-amino-1-(2-((6-amino-9H-purin-9-yl)methyl)-3-((diethylamino)methyl)-4-fluorophenyl)-N-cyclopropylpyrrolidine-3-carboxamide